C1,3-dichloro-2-fluoro-5-nitrobenzene ClC1=C(C(=CC(=C1)[N+](=O)[O-])Cl)F